[N+](=O)([O-])C1=CC=CC2=C1OCC21CC1 7-nitro-2H-spiro[benzofuran-3,1'-cyclopropane]